C(C)(C)(C)C1(N(C2=CC=CC=C2CC1)C(=O)OC(CN1N=CN=C1)(C(C)C)C1=C(C=C(C=C1)OC1=CC=C(C=C1)Cl)Cl)C1=CC=CC=C1 2-[2-chloro-4-(4-chlorophenoxy)phenyl]-3-methyl-1-(1,2,4-triazol-1-yl)butan-2-ol tert-butyl-2-phenyl-3,4-dihydroquinoline-1(2H)-carboxylate